(3-(difluoromethoxy)-4-(4-methylpiperazin-1-yl)phenyl)boronic acid pinacol ester FC(OC=1C=C(C=CC1N1CCN(CC1)C)B1OC(C)(C)C(C)(C)O1)F